diphenyl-(4-thiophenoxyphenyl)sulfonium tertbutyl-6-(2-chloro-6-(6-(methylcarbamoyl)pyrimidin-4-yl)pyridin-4-yl)-4-oxohexahydropyrazino[2,1-c][1,4]oxazine-8(1H)-carboxylate C(C)(C)(C)OC(=O)N1CC2COCC(N2C(C1)C1=CC(=NC(=C1)C1=NC=NC(=C1)C(NC)=O)Cl)=O.C1(=CC=CC=C1)[S+](C1=CC=C(C=C1)SC1=CC=CC=C1)C1=CC=CC=C1